C(C)(C)(C)[C@@]1(N(C[C@H](N(C1)C(C)C1=C(C=C(C=C1)C(F)(F)F)F)CC)C(=O)OC(COC1=C(C=C(C=C1)OC)C(C)(C)C)CNC1CCCC1)CC 1-(2-(tert-butyl)-4-methoxyphenoxy)-3-(cyclopentylamino)propan-2-ol tert-butyl-(2S,5R)-2,5-diethyl-4-(1-(2-fluoro-4-(trifluoromethyl)phenyl)ethyl)piperazine-1-carboxylate